(2-((2-((5-amino-2-methoxy-4-(4-methylpiperazin-1-yl)phenyl)amino)-5-chloropyrimidin-4-yl)amino)phenyl)dimethylphosphine oxide NC=1C(=CC(=C(C1)NC1=NC=C(C(=N1)NC1=C(C=CC=C1)P(C)(C)=O)Cl)OC)N1CCN(CC1)C